C(C)[C@@H](C(=O)OCCCCCCOCC1=CC=C(C=C1)OC)C(CI)O[Si](C1=CC=CC=C1)(C1=CC=CC=C1)C(C)(C)C 6-((4-methoxybenzyl)oxy)hexan-1-ol ethyl-(R)-3-((tert-butyldiphenylsilyl)oxy)-4-iodobutanoate